C1(CC1)CS(=O)(=O)NC1=NC=CC(=N1)C1(CCOCC1)C(=O)NC1=NC=C(C=C1)C1=NC(=CN=C1)OCC 4-(2-(cyclopropylmethylsulfonylamino)pyrimidin-4-yl)-N-(5-(6-ethoxypyrazin-2-yl)pyridin-2-yl)tetrahydro-2H-pyran-4-carboxamide